CN1CC(C1)(C)[C@@](C=1C=C(C=NC1)N1C[C@](CC1)(O)C)(C1=CC=C(C=C1)C(C)C)O (S)-1-{5-[(R)-(1,3-Dimethyl-azetidin-3-yl)-hydroxy-(4-isopropyl-phenyl)-methyl]-pyridin-3-yl}-3-methyl-pyrrolidin-3-ol